COC1=CC=C(COC2(CC(C2)N2C=CC3=C2N=NC(=C3)C3=C(C=C(C=C3C)C(F)(F)F)OCOC)C)C=C1 7-{(1s,3s)-3-[(4-methoxybenzyl)oxy]-3-methylcyclobutyl}-3-[2-(methoxymethoxy)-6-methyl-4-(trifluoromethyl)phenyl]-7H-pyrrolo[2,3-c]pyridazine